BrCC1C[C@H]([C@H](N1C(=O)OCC1=CC=CC=C1)C(=O)OC)CCCB1OC(C(O1)(C)C)(C)C 1-benzyl 2-methyl (2S,3R)-5-(bromomethyl)-3-(3-(4,4,5,5-tetramethyl-1,3,2-dioxaborolan-2-yl)propyl)pyrrolidine-1,2-dicarboxylate